5-(phenylsulfonyl)-5H-pyrrolo[2,3-b]pyrazine C1(=CC=CC=C1)S(=O)(=O)N1C=CC=2C1=NC=CN2